Benzoyl-acetylphenylmethan C(C1=CC=CC=C1)(=O)C(C1=CC=CC=C1)C(C)=O